C1(CC1)C1=C(C=CC=C1C1=CC(=NO1)C)CC(=O)O [2-cyclopropyl-3-(3-methyl-1,2-oxazol-5-yl)phenyl]acetic acid